Cl.CN(C)C(C(=O)O)CC N,N-dimethylaminobutyrate hydrochloride